CC1=C(C(=C(C1(CCCC)[Zn]C1(C(=C(C(=C1C)C)C)C)CCCC)C)C)C bis(tetramethyl-n-butylcyclopentadienyl)zinc